4-Bromo-2-cyclobutoxypyridine BrC1=CC(=NC=C1)OC1CCC1